1-(3-bromo-2-hydroxymethylphenyl)-3-(3-fluoro-5-methoxyphenyl)urea BrC=1C(=C(C=CC1)NC(=O)NC1=CC(=CC(=C1)OC)F)CO